O=C(CC[C@H]1NCOC1)N1CC(C1)C1=CC=C(C=C1)OC1=NC=C(N=C1)C(F)(F)F (4R)-4-[3-Oxo-3-[3-[4-[5-(trifluoromethyl)pyrazin-2-yl]oxyphenyl]azetidin-1-yl]propyl]oxazolidin